1-(4-hydroxytetrahydrofuran-3-yl)-N,N-bis(4-methoxybenzyl)-1H-pyrazole-3-sulfonamide OC1C(COC1)N1N=C(C=C1)S(=O)(=O)N(CC1=CC=C(C=C1)OC)CC1=CC=C(C=C1)OC